C(C)(C)(C)N(CCO)CCO N-t-Butyl-diethanolamine